methyl 2-((4-(6-(benzyloxy) pyridin-2-yl) cyclohex-3-en-1-yl) methyl)-3-(((S)-oxetan-2-yl) methyl)-3H-imidazo[4,5-b]pyridine-5-carboxylate C(C1=CC=CC=C1)OC1=CC=CC(=N1)C1=CCC(CC1)CC1=NC=2C(=NC(=CC2)C(=O)OC)N1C[C@H]1OCC1